ClC1=CC(=C2C=C(NC2=C1)C(=O)N[C@H](C(=O)OC(C)(C)C)C[Si](C)(C)C)OC tert-butyl (2R)-2-[(6-chloro-4-methoxy-1H-indole-2-carbonyl)amino]-3-trimethylsilyl-propanoate